C(CCC)(=O)OCC(C)OC(CCC)=O PROPYLENEGLYCOL DIBUTYRATE